CC=1OC2=C(C1C(=O)N[C@@H](CO)C(=O)[O-])C=C(C=C2)[C@H]2[C@@H](C2)C2=CC=CC=C2 N-(2-methyl-5-(trans-2-phenylcyclopropyl) benzofuran-3-carbonyl)-L-serinate